ClC1=CC=C(C(=N1)C(=O)O)NC(C)C1=CC(=CN2C1=NC(=CC2=O)N2CCCCC2)C 6-chloro-3-((1-(7-methyl-4-oxo-2-(piperidin-1-yl)-4H-pyrido[1,2-a]pyrimidin-9-yl)ethyl)amino)picolinic acid